COC(=O)C=1N=C(SC1)NCCCC(=O)OCC 2-[(4-ethoxy-4-oxo-butyl)amino]Thiazole-4-carboxylic acid methyl ester